N-(8-(4,4-difluoropiperidin-1-yl)imidazo[1,2-a]pyrazin-6-yl)-4-((2-methoxyethyl)sulfonylamino)-2-(6-azaspiro[2.5]oct-6-yl)benzamide FC1(CCN(CC1)C=1C=2N(C=C(N1)NC(C1=C(C=C(C=C1)NS(=O)(=O)CCOC)N1CCC3(CC3)CC1)=O)C=CN2)F